(2-((4-cyanophenylamino)methyl)-1-methyl-N-(pyridine-2-yl)-1H-benzo[d]imidazole-5-formamide) ethyl-propionate C(C)OC(CC)=O.C(#N)C1=CC=C(C=C1)NCC1=NC2=C(N1C)C=CC(=C2)C(=O)NC2=NC=CC=C2